COC(=O)C1(CCC1)C(=O)O methoxycarbonylcyclobutane-1-carboxylic acid